trans-2-tridecene C\C=C\CCCCCCCCCC